(2-(aminomethyl)-2-(3-chloro-5-(2,5-dimethyl-1H-pyrrol-1-yl)-2-methylphenyl)cyclopropyl)methanol methyl-5-bromo-4-methyl-1H-pyrazole-3-carboxylate CN1N=C(C(=C1Br)C)C(=O)OCC1C(C1)(C1=C(C(=CC(=C1)N1C(=CC=C1C)C)Cl)C)CN